CNC=1N=CC(=C2C=C(N=CC12)NC(=O)C1CC1)C#CC1=CC=C(C=C1)OC1COC1 N-(8-(methylamino)-5-((4-(oxetan-3-yloxy)phenyl)ethynyl)-2,7-naphthyridin-3-yl)cyclopropanecarboxamide